C(C)(C)(C)OC(=O)N[C@H](C)[C@@H]1[C@H](NC1=O)[C@H](C(=O)O)C (R)-2-((2S,3R)-3-((R)-1-(tert-butoxycarbonylamino)ethyl)-4-oxoazetidin-2-yl)propionic acid